bromo-(2-methoxyphenyl)magnesium Br[Mg]C1=C(C=CC=C1)OC